1-(4-((4-(cyclopropylamino)-5-(trifluoromethyl)pyrimidin-2-yl)amino)-7-fluoro-1H-indazol-1-yl)-2-methylpropan-2-ol C1(CC1)NC1=NC(=NC=C1C(F)(F)F)NC1=C2C=NN(C2=C(C=C1)F)CC(C)(O)C